tert-Butyl (2R,4S)-4-((tert-butyldiphenylsilyl)oxy)-2-((E)-2-methoxy vinyl)pyrrolidin-1-carboxylate [Si](C1=CC=CC=C1)(C1=CC=CC=C1)(C(C)(C)C)O[C@H]1C[C@@H](N(C1)C(=O)OC(C)(C)C)\C=C\OC